C[C@@H]1N(CC[C@H](C1)N(C1=CC=C2C3=C(COC2=C1)C=C(C=C3)C=3C=NN(C3)COCC[Si](C)(C)C)C)C(=O)OC(C)(C)C tert-butyl (2S,4R)-2-methyl-4-[methyl[8-(1-[[2-(trimethylsilyl) ethoxy]methyl]pyrazol-4-yl)-6H-benzo[c]chromen-3-yl] amino]piperidine-1-carboxylate